N-(trimethylsilyl)morpholine C[Si](C)(C)N1CCOCC1